7-chloro-1-cyclopropyl-6-fluoro-4-oxo-1,4-dihydro-1,8-naphthyridine-3-formic acid ClC1=C(C=C2C(C(=CN(C2=N1)C1CC1)C(=O)O)=O)F